BrC1=CC=C(C=C1)C(C)(C)C=1N=C(SC1)NC(=O)NCC1=C(C=C(C=C1)N1CCNCC1)Cl 1-(4-(2-(4-bromophenyl)-propan-2-yl)thiazol-2-yl)-3-(2-chloro-4-(piperazin-1-yl)benzyl)urea